8-[2-(2,6-dioxo-3-piperidyl)-3-oxo-isoindolin-5-yl]-8-azaspiro[4.5]decane-3-carbaldehyde O=C1NC(CCC1N1CC2=CC=C(C=C2C1=O)N1CCC2(CC(CC2)C=O)CC1)=O